5-(3-(4-methylpent-1-ynyl)phenylsulfonyl)-1H-1,2,3-triazole-4-carboxylic acid ethyl ester C(C)OC(=O)C=1N=NNC1S(=O)(=O)C1=CC(=CC=C1)C#CCC(C)C